N[C@@H]1[C@@H](OCC12CCN(CC2)C=2N=CC(=NC2)SC=2C(=C1C(N(C=NC1=CC2)CC2=C(C=C(C=C2)OC)F)=O)Cl)C 6-((5-((3S,4S)-4-amino-3-methyl-2-oxa-8-azaspiro[4.5]decan-8-yl)pyrazin-2-yl)thio)-5-chloro-3-(2-fluoro-4-methoxybenzyl)quinazolin-4(3H)-one